2-oxo-pentanedioic acid O=C(C(=O)O)CCC(=O)O